N,N'-hexamethylenebis[3-(3,5-di-tert-butyl-4-hydroxyphenyl)Propanamide] C(C)(C)(C)C=1C=C(C=C(C1O)C(C)(C)C)CCC(=O)NCCCCCCNC(CCC1=CC(=C(C(=C1)C(C)(C)C)O)C(C)(C)C)=O